t-butyl-sulfonate C(C)(C)(C)S(=O)(=O)[O-]